ClC=1SC(=C(N1)C(=O)OC)NS(=O)(=O)C methyl 2-chloro-5-(methylsulfonamido)thiazole-4-carboxylate